CC1COC2(N(C1=O)C1=CC=CC=C1)C=C(C(C=C2)=O)C (2s)-3,8-dimethyl-5-phenyl-1-oxa-5-azaspiro[5.5]undec-7,10-diene-4,9-dione